FC(C(=O)N1CC2=CC(=C(C=C2CC1)NC1=NC=C(C(=N1)[Sn](C)(C)C)C(F)(F)F)C(C)C)(F)F 2,2,2-trifluoro-1-(7-isopropyl-6-((5-(trifluoromethyl)-4-(trimethylstannyl)pyrimidin-2-yl)amino)-3,4-dihydroisoquinolin-2(1H)-yl)ethan-1-one